3-(((R)-7-((2S,4R)-2-(2,3-Difluorophenyl)-4-(methylamino)piperidine-1-carbonyl)-7-azaspiro[4.5]decan-10-yl)methyl)-6-(2-methoxyphenyl)pyrimidin-4(3H)-one FC1=C(C=CC=C1F)[C@H]1N(CC[C@H](C1)NC)C(=O)N1CC2(CCCC2)[C@@H](CC1)CN1C=NC(=CC1=O)C1=C(C=CC=C1)OC